furan-2,5-dicarboxylic acid dibromide O1C(=CC=C1C(=O)Br)C(=O)Br